(2-Methoxyquinolin-4-yl)-(4-phenylpiperazin-1-yl)methanone COC1=NC2=CC=CC=C2C(=C1)C(=O)N1CCN(CC1)C1=CC=CC=C1